2-[2,2-bis[[2-(dicyclohexylamino)-2-oxoethoxy]methyl]butoxy]-N,N-dicyclohexylacetamide C1(CCCCC1)N(C(COCC(COCC(=O)N(C1CCCCC1)C1CCCCC1)(CC)COCC(N(C1CCCCC1)C1CCCCC1)=O)=O)C1CCCCC1